C1(CC1)COC[C@H](N)C(=O)OC methyl O-(cyclopropylmethyl)-L-serinate